FC1=CC=C(OC2=CC=C(OC3CN(C3)C=3C(=C(C(=O)OC)C=CC3)N3C=CC=C3)C=C2)C=C1 Methyl 3-(3-(4-(4-fluorophenoxy)phenoxy)azetidin-1-yl)-2-(1H-pyrrol-1-yl)benzoate